3-cyclohexene-1-Nitrile C1(CC=CCC1)C#N